(R)-3-(5-(4-((1-(4-((1R,2R)-6-hydroxy-2-isobutyl-1,2,3,4-tetrahydronaphthalene-1-yl)phenyl)piperidin-4-yl)methyl)piperazin-1-yl)-1-oxoisoindolin-2-yl)piperidine-2,6-dione OC=1C=C2CC[C@@H]([C@@H](C2=CC1)C1=CC=C(C=C1)N1CCC(CC1)CN1CCN(CC1)C=1C=C2CN(C(C2=CC1)=O)[C@H]1C(NC(CC1)=O)=O)CC(C)C